CC1(OCC(O1)N)C 2,2-dimethyl-1,3-dioxolane-4-amine